2-chloro-N-[5-fluoro-2-methoxy-6-(oxetan-3-yl)-3-pyridyl]quinoline-5-sulfonamide ClC1=NC=2C=CC=C(C2C=C1)S(=O)(=O)NC=1C(=NC(=C(C1)F)C1COC1)OC